C1(CCCCC1)C(C(=O)NC1CCCCC1)N1C(=NC2=C1C=CC=C2)C=2OC1=C(C2)C=CC=C1OCC 2,N-dicyclohexyl-2-[2-(7-ethoxy-benzofuran-2-yl)-benzoimidazol-1-yl]-acetamide